4,4-diaminobenzyl-amine NC1(CC=C(CN)C=C1)N